OC1=CC=C(C=C1)N=NC1=CC=C(C=C1)S(=O)(=O)O 4-[(4-hydroxyphenyl)diazenyl]benzenesulfonic acid